ClC=1C=C(C=CC1C)N1N=C(C(C2=C(C=CC=C12)C#N)=O)C(=O)O 1-(3-chloro-4-methyl-phenyl)-5-cyano-4-oxo-cinnoline-3-carboxylic acid